n-octyl-xanthic acid C(CCCCCCC)OC(=S)S